3-methylisobutylpyrazine CC=1C(=NC=CN1)CC(C)C